Acrylamido-1-(4-(trifluoromethyl)phenyl)-1H-indole-3-carboxamide C(C=C)(=O)NC=1N(C2=CC=CC=C2C1C(=O)N)C1=CC=C(C=C1)C(F)(F)F